C(CCCCCCCCCCC)(=O)OC(C)CC 2-Butyl dodecanoate